6-Boc-2-chloro-4,5,6,7-tetrahydro-6-azabenzothiazole C(=O)(OC(C)(C)C)N1CC2=C(N=C(S2)Cl)CC1